C(C)OC(=O)C1CCN(CC1)C1=NC(=C(N=C1)I)CCCC#N (6-(3-cyanopropyl)-5-iodopyrazin-2-yl)piperidine-4-carboxylic acid ethyl ester